C(C)(C)(C)OC(=O)C1=CN=C(N1C)CN1C[C@H](CC1)N1C(N(C=2C1=NC=CC2)C2=CC=C(C=C2)SC)=O (S)-1-methyl-2-((3-(1-(4-(methylthio)phenyl)-2-oxo-1,2-dihydro-3H-imidazo[4,5-b]pyridin-3-yl)pyrrolidin-1-yl)methyl)-1H-imidazole-5-carboxylic acid tert-butyl ester